2-oxo-1H-pyrrolo[2,3-c]Pyridin O=C1CC=2C(=CN=CC2)N1